2-chloro-4-[[5-fluoro-6-[1-methyl-4-(trifluoromethyl)imidazol-2-yl]-3-pyridyl]methoxy]furo[3,2-d]pyrimidine ClC=1N=C(C2=C(N1)C=CO2)OCC=2C=NC(=C(C2)F)C=2N(C=C(N2)C(F)(F)F)C